trans-1-(6-([1,1'-biphenyl]-2-ylamino)pyrimidin-4-yl)-4-(3,4-dihydroisoquinoline-2(1H)-yl)piperidin-3-ol C1(=C(C=CC=C1)NC1=CC(=NC=N1)N1C[C@H]([C@@H](CC1)N1CC2=CC=CC=C2CC1)O)C1=CC=CC=C1